α-ethylcarbonic acid C(C)OC(O)=O